C1(=CC=CC=C1)NC1=CC=C(C=C1)C1=CC=C(C=C1)C1=CC=CC2=CC=CC=C12 phenyl-(4'-naphthalen-1-yl-biphenyl-4-yl)-amine